3-butyl-4-methylthiazole chloride [Cl-].C(CCC)N1CSC=C1C